2-methyl-6-(4-nitrophenoxy)-1-(p-tolyl)-1,2,3,4-tetrahydroisoquinoline CN1C(C2=CC=C(C=C2CC1)OC1=CC=C(C=C1)[N+](=O)[O-])C1=CC=C(C=C1)C